C1(CC1)C=1C(=NC=C(C1)NC(C(=O)N1[C@H](CC[C@@H](C1)C)C=1C=C2CCN(CC2=CC1)C)=O)NC(OC(C)(C)C)=O tert-butyl N-[3-cyclopropyl-5-[[2-[(2R,5S)-5-methyl-2-(2-methyl-3,4-dihydro-1H-isoquinolin-6-yl)-1-piperidyl]-2-oxo-acetyl]amino]-2-pyridyl]carbamate